FC1=NC=C(C=C1)CCl 2-Fluoro-5-pyridinylmethyl chloride